[Bis(1-aziridinyl)phosphinyl]carbamic acid ethyl ester C(C)OC(NP(=O)(N1CC1)N1CC1)=O